Ethyl (2S,3R)-3-{[2-(L-alanylamino)pyridin-4-yl]methyl}-1-{[(1R)-1-(2,2-difluoro-1,3-benzodioxol-5-yl)ethyl]carbamoyl}-4-oxoazetidine-2-carboxylate trifluoroacetate FC(C(=O)O)(F)F.N[C@@H](C)C(=O)NC1=NC=CC(=C1)C[C@@H]1[C@H](N(C1=O)C(N[C@H](C)C1=CC2=C(OC(O2)(F)F)C=C1)=O)C(=O)OCC